ClC=1C=C(N2N=C(C=CC21)C2=C(C(=C(C=C2)N2CC(N(CC2)C(=O)C2CC2)C)C=O)F)C(=O)N 5-chloro-2-[2-fluoro-4-(3-methyl-4-cyclopropylformyl-piperazin-1-yl)-formylphenyl]pyrrolo[1,2-b]pyridazine-7-carboxamide